O=C1CC(CCC1)CNC(OC(C)(C)C)=O tert-butyl ((3-oxocyclohexyl)methyl)carbamate